2,6-difluoro-3-propylsulfonylbenzoic acid FC1=C(C(=O)O)C(=CC=C1S(=O)(=O)CCC)F